ethyl 8'-(trifluoromethyl)-2',5'-dihydrospiro[cyclobutane-1,4'-furo[2,3-g]indazole]-7'-carboxylate FC(C1=C(OC=2CC3(C4=CNN=C4C21)CCC3)C(=O)OCC)(F)F